OCC=1C=C(CNC2CC(C2)COCCOC2=C3C=NNC3=CC(=C2)C=2C=C(N=NC2)O)C=C(C1)OC(F)(F)F 5-(4-(2-((3-((3-(hydroxymethyl)-5-(trifluoromethoxy)benzyl)amino)cyclobutyl)methoxy)ethoxy)-1H-indazol-6-yl)pyridazin-3-ol